Pentamethylcyclopentadienyl-(1-n-butyl-benzo[e]indenyl)hafnium CC1=C(C(=C(C1([Hf]C=1CC=2C=CC3=C(C2C1CCCC)C=CC=C3)C)C)C)C